(3S,5S)-1-METHOXY-5-METHYLHEPT-6-ENE-3-SULFONAMIDE COCC[C@H](C[C@@H](C=C)C)S(=O)(=O)N